ethyl 2-(1-(o-((2-oxabicyclo[2.2.2]octan-4-yl)methyl)-N-(((4-nitrobenzyl)oxy)carbonyl)-L-threonyl) piperidin-4-yl)-5-(trifluoromethyl)benzoate C12OCC(CC1)(CC2)CC2=C(COC(=O)N[C@@H]([C@H](O)C)C(=O)N1CCC(CC1)C1=C(C(=O)OCC)C=C(C=C1)C(F)(F)F)C=CC(=C2)[N+](=O)[O-]